CN(CC)CC1CNCC1 2-(methyl(pyrrolidin-3-ylmethyl)amino)ethan